triacontyl-naphthalene C(CCCCCCCCCCCCCCCCCCCCCCCCCCCCC)C1=CC=CC2=CC=CC=C12